6-bromopyridinic acid BrC1=CC=CC(=N1)C(=O)O